NC=1C(NC2=C3C(=C(C=C2C1C1=C2C=NNC2=C(C=C1)F)F)C=CC=C3)=O 3-amino-6-fluoro-4-(7-fluoro-1H-indazol-4-yl)-1H-benzo[h]quinolin-2-one